2-(1-(tert-butoxycarbonyl)azetidin-3-yl)-5-methyl-1-((2-(trimethylsilyl)ethoxy)methyl)-1H-benzo[d]imidazole-6-carboxylic acid C(C)(C)(C)OC(=O)N1CC(C1)C1=NC2=C(N1COCC[Si](C)(C)C)C=C(C(=C2)C)C(=O)O